8-bromo-3-(cyclobutylmethyl)-6-methyl-2-morpholinoquinazolin-4(3H)-one BrC=1C=C(C=C2C(N(C(=NC12)N1CCOCC1)CC1CCC1)=O)C